ClC1=CC=C(C(=N1)C(=O)NS(=O)(=O)C)N[C@H](C)C=1C=C(C=C2C(N(C(=NC12)N1CCC(CC1)C1=NN(C=C1)C1CC1)C)=O)C (R)-6-chloro-3-((1-(2-(4-(1-cyclopropyl-1H-pyrazol-3-yl)piperidin-1-yl)-3,6-dimethyl-4-oxo-3,4-dihydroquinazolin-8-yl)ethyl)amino)-N-(methylsulfonyl)picolinamide